C(CCC)N(C(CC(C)=O)=O)CCCC.C(CCC)N(C(CC(C)=O)=O)CCCC.C(CCC)N(C(CC(C)=O)=O)CCCC.[Fe+3] iron (III) tris(N,N-dibutyl-3-oxo-butanamide)